BrC=1C=C(CN2CCCCC2)C=C(C1)Br 1-(3,5-dibromobenzyl)piperidin